C12CN(CC2C1)C1=NC=C(C=N1)CN1N=C(C=C1)C(=O)O 1-((2-(3-azabicyclo[3.1.0]hexan-3-yl)pyrimidin-5-yl)methyl)-1H-pyrazole-3-carboxylic acid